1-(3,6,7,8-Tetrahydro-1H-2,5-diaza-as-indacen-2-yl)-2-[1-(5-trifluoromethyl-pyrimidin-2-yl)-azetidin-3-yl]-ethanone C1N(CC2=CN=C3CCCC3=C12)C(CC1CN(C1)C1=NC=C(C=N1)C(F)(F)F)=O